NCCOCCNC(C1=C(C=C(C=C1F)NC=1C=2N(C=CN1)C(=CN2)C2=C(C(=C(C=C2)OC)F)F)Cl)=O N-(2-(2-aminoethoxy)ethyl)-2-chloro-4-((3-(2,3-difluoro-4-methoxy-phenyl)imidazo[1,2-a]pyrazin-8-yl)amino)-6-fluorobenzamide